FC(C(=O)O)(F)F.NCC=1C=C(C=C(C1)F)C=1C=NN(C1)C1=CS(C=C1)=O 3-(4-(3-(Aminomethyl)-5-fluorophenyl)-1H-pyrazol-1-yl)thiophene 1-oxide trifluoroacetate